NC1=NC=C(C=N1)C=1C=C(C=CC1)C1=NN=C2N1C1=CC(=C(C=C1C(=N2)NC)F)Cl [3-(2-aminopyrimidin-5-yl)phenyl]-8-chloro-7-fluoro-N-methyl-[1,2,4]triazolo[4,3-a]quinazolin-5-amine